7-bromo-6-chloro-2-(4-(methylamino)butyl)-3-neopentylquinazolin-4(3H)-one bis-hydrochloride salt Cl.Cl.BrC1=C(C=C2C(N(C(=NC2=C1)CCCCNC)CC(C)(C)C)=O)Cl